((5-isobutyl-4'-((2-(cycloprop-2-yl)-1H-imidazol-1-yl)methyl)-[1,1'-biphenyl]-2-yl)Sulfonyl)carbamic acid butyl ester C(CCC)OC(NS(=O)(=O)C1=C(C=C(C=C1)CC(C)C)C1=CC=C(C=C1)CN1C(=NC=C1)C1CC1)=O